COC(=O)C1C(C(CCC1)CC(=O)OC)=O 2-methoxycarbonyl-6-methoxycarbonylmethylcyclohexanone